C(#N)C1=CC(=C(COC=2C(=NC=CC2)C2CCN(CC2)CC2=NC3=C(N2C)C=C(C=C3OC(F)F)C(=O)O)C=C1)F 2-((4-(3-((4-Cyano-2-fluorobenzyl)oxy)pyridin-2-yl)piperidin-1-yl)methyl)-4-(difluoromethoxy)-1-methyl-1H-benzo[d]imidazole-6-carboxylic acid